[IH2+].[Na+] sodium-iodonium salt